[Na+].[Na+].NC(C(=O)N1CC(C1)OC1=C(C=2O[B-](CCC2C=C1)(O)O)C(=O)O)C=1N=C(NC1)C.NC(C(=O)N1CC(C1)OC1=C(C=2O[B-](CCC2C=C1)(O)O)C(=O)O)C=1N=C(NC1)C 8-({1-[amino(2-methyl-1H-imidazol-4-yl)acetyl]azetidin-3-yl}oxy)-4,4-dihydroxy-5-oxa-4-boranuidabicyclo[4.4.0]deca-1(6),7,9-triene-7-carboxylic acid disodium salt